2-(3-(2-((1,5-dimethyl-1H-pyrazol-3-yl)amino)-5-methylpyrimidin-4-yl)-1H-indol-7-yl)-4-(2-(dimethylamino)pyrimidin-5-yl)isoindolin-1-one CN1N=C(C=C1C)NC1=NC=C(C(=N1)C1=CNC2=C(C=CC=C12)N1C(C2=CC=CC(=C2C1)C=1C=NC(=NC1)N(C)C)=O)C